FC=1C=C2C=C(C(=NC2=CC1)NC(OC(C)(C)C)=O)O[C@@H](C)C1=C(C=CC(=C1)C(NO)=N)N1N=CC=C1 tert-butyl (6-fluoro-3-{(1S)-1-[5-(N-hydroxycarbamimidoyl)-2-(1H-pyrazol-1-yl)phenyl]ethoxy}quinolin-2-yl)carbamate